N-[5-(chloromethyl)-1-methyl-1H-1,3-benzodiazol-2-yl]-5-fluoro-1,3-benzoxazol-2-amine ClCC1=CC2=C(N(C(=N2)NC=2OC3=C(N2)C=C(C=C3)F)C)C=C1